(3S)-4-benzyl-6-hydroxy-3-isobutyl-1,4-diazepane-2-one C(C1=CC=CC=C1)N1[C@H](C(NCC(C1)O)=O)CC(C)C